FC1=C(C(=CC=C1)C(F)(F)F)N1CCC(CC1)N1C(N(C=2C(C1)=NN(C2)C)CC2=C(C=CC=C2)C(F)(F)F)=O 6-[1-(2-Fluoro-6-trifluoromethylphenyl)-piperidin-4-yl]-2-methyl-4-(2-trifluoromethyl-benzyl)-2,4,6,7-tetrahydro-pyrazolo[4,3-d]pyrimidin-5-one